9,9-Bis(4-hydroxy-3-n-propylphenyl)fluorenePteroyl-DimethylCysteine OC1=C(C=C(C=C1)C1(C2=CC=CC=C2C=2C=CC=C(C12)C1=CC(=CC=C1C(=O)[C@](N(C)C)(CS)C(=O)O)NCC1=CN=C2N=C(N)NC(=O)C2=N1)C1=CC(=C(C=C1)O)CCC)CCC